1,2,6-hexanetriol C(C(CCCCO)O)O